N1CC(C1)C1=CC=C(C=N1)C(C)(C)N1CCC(CC1)C(=O)OC methyl 1-(2-(6-(azetidin-3-yl)pyridin-3-yl)propan-2-yl)piperidine-4-carboxylate